BENZAMIDE POTASSIUM [K].C(C1=CC=CC=C1)(=O)N